(R)-2,2-difluoro-2-(3-(1-((2'-methyl-7'H,9'H-spiro[cyclopropane-1,8'-[1,4]dioxepino[2,3-g]quinazolin]-4'-yl)amino)ethyl)phenyl)ethan-1-ol FC(CO)(C1=CC(=CC=C1)[C@@H](C)NC1=NC(=NC2=CC3=C(C=C12)OCC1(CO3)CC1)C)F